5-hydroxy-5-methylhexan-3-one OC(CC(CC)=O)(C)C